C1(CC1)C=1SC(=CN1)C=1C=C(C=CC1)N(C(=O)[C@@H]1CC[C@H](CC1)O)C[C@@H]1CC[C@H](CC1)C=1C=NC(=CC1)N(C)C trans-N-(3-(2-Cyclopropylthiazol-5-yl)phenyl)-N-((trans-4-(6-(dimethylamino)pyridin-3-yl)cyclohexyl)methyl)-4-hydroxycyclohexanecarboxamide